FC1=C(C=C(C=C1)\C=C/1\C(N(C(S1)=O)CC1CCOCC1)=O)O (5Z)-5-[(4-fluoro-3-hydroxyphenyl)methylidene]-3-[(oxan-4-yl)methyl]-1,3-thiazolidine-2,4-dione